C(C)(C)OC(CC)=O 3-isopropoxy-3-oxopropane